1-(1H-benzo[d]imidazol-5-yl)-4-(4-(2-cyclopropylethoxy)-2,6-difluorophenyl)-3-methylazetidin-2-one N1C=NC2=C1C=CC(=C2)N2C(C(C2C2=C(C=C(C=C2F)OCCC2CC2)F)C)=O